2,5-Dichloro-N4-(3-ethoxyphenyl)pyrimidin-4-amine ClC1=NC=C(C(=N1)NC1=CC(=CC=C1)OCC)Cl